Ethyl (11-(oxetan-3-ylmethyl)dibenzo[b,f][1,4]oxazepin-2-yl)-carbamate O1CC(C1)CC1=NC2=C(OC3=C1C=C(C=C3)NC(OCC)=O)C=CC=C2